2-hydroxyethyl-2,5-dimethylterephthalic acid OCCC=1C(=C(C(=O)O)C=C(C1C(=O)O)C)C